1-(2-fluoro-4-(5-(trifluoromethyl)-1,2,4-oxadiazol-3-yl)phenyl)-2-(3,3,3-trifluoropropoxy)ethan-1-one FC1=C(C=CC(=C1)C1=NOC(=N1)C(F)(F)F)C(COCCC(F)(F)F)=O